(R)-1-(3',4'-dihydroxyphenyl)-2-methylaminoethanol OC=1C=C(C=CC1O)[C@H](CNC)O